(1S,2S)-N-(4-cyclobutyl-5-(4-fluorophenyl)-1-methyl-1H-pyrazol-3-yl)-2-(difluoromethyl)-2-methylcyclopropane-1-carboxamide C1(CCC1)C=1C(=NN(C1C1=CC=C(C=C1)F)C)NC(=O)[C@@H]1[C@@](C1)(C)C(F)F